C(C)(=O)O[C@@H]1[C@@](O[C@H]([C@@H]1OC(C)=O)C1=CC=C2C(=NC=NN21)N)(CF)COP(=O)(OC2=CC=CC=C2)N[C@H](C(=O)OCC)C (2R,3S,4S,5S)-5-(4-aminopyrrolo[2,1-f][1,2,4]triazin-7-yl)-2-((((((S)-1-ethoxy-1-oxopropan-2-yl)amino)(phenoxy)phosphoryl)oxy)methyl)-2-(fluoromethyl)tetrahydrofuran-3,4-diyl diacetate